FC1=C(C=C(C=C1)NC(=O)C1=C(C2=C(S1)C=C(C=C2)C(F)(F)F)NC(C2=C(N=CC(=C2)I)OC)=O)C(F)(F)F N-(2-((4-fluoro-3-(trifluoromethyl)phenyl)carbamoyl)-6-(trifluoromethyl)benzo[b]thiophen-3-yl)-5-iodo-2-methoxynicotinamide